6-bromo-N-((S)-1-(((S)-1-cyano-2-((s)-2-oxopiperidin-3-yl)ethyl)amino)-3-cyclopropyl-1-oxopropan-2-yl)-4-methoxy-1H-indole-2-carboxamide BrC1=CC(=C2C=C(NC2=C1)C(=O)N[C@H](C(=O)N[C@@H](C[C@H]1C(NCCC1)=O)C#N)CC1CC1)OC